N1(N=CC=2C1=NC=CC2)C[C@@]2(CC1(CNC(O1)=O)CCC2)C (7S)-7-((1H-pyrazolo[3,4-b]pyridin-1-yl)methyl)-7-methyl-1-oxa-3-azaspiro[4.5]decane-2-one